C(=O)(O)C(CC1=CC=C(C=C1)OCCOCCOCCOCC)N1CCN(CCN(CCN(CC1)CC(=O)[O-])C(C(=O)[O-])CO)CC(=O)[O-].[Gd+3] gadolinium 2-{7-[1-carboxy-2-(4-{2-[2-(2-ethoxyethoxy)ethoxy]ethoxy}phenyl)ethyl]-4,10-bis(carboxylatomethyl)-1,4,7,10-tetraazacyclododecan-1-yl}-3-hydroxypropanoate